OCCCCNC(OCC1C2=CC=CC=C2C=2C=CC=CC12)=O (9H-Fluoren-9-yl)methyl (4-hydroxybutyl)carbamate